NC=1C=C(C=CC1)C1=CC=C(C=N1)C(=O)OC Methyl 6-(3-aminophenyl)pyridine-3-carboxylate